1-methyl-1,6-diazaspiro[3.4]octane CN1CCC12CNCC2